(S)-N-(5-(2-(2-aminopyridin-3-yl)-5-(1H-pyrazol-1-yl)-3H-imidazo[4,5-b]pyridin-3-yl)-2,3-dihydro-1H-inden-1-yl)-4-((4-methoxybenzyl)oxy)-3-(methoxymethyl)benzamide NC1=NC=CC=C1C1=NC=2C(=NC(=CC2)N2N=CC=C2)N1C=1C=C2CC[C@@H](C2=CC1)NC(C1=CC(=C(C=C1)OCC1=CC=C(C=C1)OC)COC)=O